ClC1=CC=C(C(=N1)C(=O)NS(=O)(=O)C)O[C@H](C)C=1C=C(C=C2C(C(=C(OC12)C1=CC=CC=C1)C)=O)C 6-Chloro-3-[(1R)-1-(3,6-dimethyl-4-oxo-2-phenyl-chromen-8-yl)ethoxy]-N-methylsulfonyl-pyridine-2-carboxamide